5-bromo-3-(cyclopentyloxy)pyridinecarbaldehyde BrC=1C=C(C(=NC1)C=O)OC1CCCC1